CC(C)(C)OC(=O)NCCO 2-(tert-butoxycarbonyl)ethanolamine